NC1=NC=C(C=N1)CN1CCC(CC1)C=1C=C2CN(C(C2=CC1)=O)C1C(NC(CC1)=O)=O 3-(5-(1-((2-aminopyrimidin-5-yl)methyl)piperidin-4-yl)-1-oxoisoindolin-2-yl)piperidine-2,6-dione